2-(2-methylprop-1-en-1-yl)-N-(1-(3,4,5-trimethoxyphenyl)-1H-imidazol-4-yl)-6,7-dihydro-5H-cyclopenta[d]pyrimidin-4-amine CC(=CC=1N=C(C2=C(N1)CCC2)NC=2N=CN(C2)C2=CC(=C(C(=C2)OC)OC)OC)C